Ethyl (+)-2-{[(E)-{2-chloro-5-[4-(1,1-difluoroethyl)-3-methyl-2,6-dioxo-3,6-dihydropyrimidin-1(2H)-yl]-4-fluorobenzylidene}amino]oxy}propanoate ClC1=C(\C=N\OC(C(=O)OCC)C)C=C(C(=C1)F)N1C(N(C(=CC1=O)C(C)(F)F)C)=O